5-methyl-N-[7-methyl-[1,2,4]triazolo[1,5-a]pyridin-6-yl]-7-(oxan-4-yl)pyrrolo[2,3-d]pyrimidin-2-amine CC1=CN(C=2N=C(N=CC21)NC=2C(=CC=1N(C2)N=CN1)C)C1CCOCC1